OCN(C(=O)N)CO N,N-bis(hydroxymethyl)-urea